2-(4-(2-ethyl-4,6-dimethyl-1H-imidazo[4,5-c]pyridin-1-yl)phenyl)ethan-1-amine C(C)C=1N(C2=C(C(=NC(=C2)C)C)N1)C1=CC=C(C=C1)CCN